4-(((6-(Difluoromethyl)-[2,4'-bipyridyl]-5-yl)oxy)methyl)tetrahydro-2H-pyran-4-amine FC(C1=C(C=CC(=N1)C1=CC=NC=C1)OCC1(CCOCC1)N)F